5-carbamoyl-2-[2-(4-fluorophenyl)ethyl]-4-[5-({[(1R)-2,3-dihydro-1H-indenyl]amino}carbonyl)thiophen-2-yl]-6-(2-methylpropyl)pyridine-3-carboxylic acid C(N)(=O)C=1C(=C(C(=NC1CC(C)C)CCC1=CC=C(C=C1)F)C(=O)O)C=1SC(=CC1)C(=O)N[C@@H]1CCC2=CC=CC=C12